BrC1=CC=C(C=C1)CC(F)(F)F 1-bromo-4-(2,2,2-trifluoro-ethyl)benzene